O[C@@H]1[C@H](CCCC1)NC(=O)C=1C=C(C=2N(N1)C=CC2)CC2=CC=C(C=C2)C2=C(C=CC=C2)OC N-[(1S,2S)-2-Hydroxycyclohexyl]4-[4-(2-methoxyphenyl)-benzyl]-pyrrolo[1,2-b]pyridazin-2-carboxamid